COC1=CC=C(CN(C2=NC=C3C=C(C(=NC3=C2)O)C2=C(C=CC(=C2)[N+](=O)[O-])C)C)C=C1 7-((4-methoxybenzyl)(methyl)amino)-3-(2-methyl-5-nitrophenyl)-1,6-naphthyridin-2-ol